(3R)-N-[2,3-dimethoxy-6H,7H,8H-cyclopenta[b]1,5-naphthyridin-9-yl]piperidin-3-amine COC=1N=C2C(=C3C(=NC2=CC1OC)CCC3)N[C@H]3CNCCC3